(trifluoromethylsulfonyl)methanide FC(S(=O)(=O)[CH2-])(F)F